5-Chloro-6-(chloromethyl)pyrimidine-2,4(1H,3H)dione ClC=1C(NC(NC1CCl)=O)=O